5-((4-((2-methylthiothieno[3,2-b]pyridin-7-yl)oxy)piperidin-1-yl)methyl)isoxazol-3-ol CSC1=CC2=NC=CC(=C2S1)OC1CCN(CC1)CC1=CC(=NO1)O